N[C@@H]1C2=CC=CC=C2CC12CCN(CC2)C=2NC(C1=C(N2)NN=C1C1(CC1)C=1N=COC1)=O (S)-6-(1-amino-1,3-dihydrospiro[indene-2,4'-piperidin]-1'-yl)-3-(1-(oxazol-4-yl)cyclopropyl)-1,5-dihydro-4H-pyrazolo[3,4-d]pyrimidin-4-one